[Pd](Cl)Cl.C(C)#N.C(C)#N bis(acetonitrile) palladium(II) dichloride